NC1=NC(=C(C(=N1)N[C@@H](C)C=1N(S(C2=C(C1)C=CC=C2F)(O)O)C=2C=NC=C(C2)F)C#N)C (S)-2-amino-4-((1-(8-fluoro-2-(5-fluoropyridin-3-yl)-1,1-dihydroxy-2H-benzo[e][1,2]thiazin-3-yl)ethyl)amino)-6-methylpyrimidine-5-carbonitrile